C(C)OC(=O)C1=CC=NN1COCC[Si](C)(C)C 1-((2-(trimethylsilyl)ethoxy)methyl)-1H-pyrazole-5-carboxylic acid ethyl ester